NC1=C(C=NC=C1C(=O)OC)OCC1(CC1)S(=O)(=O)C1CC1 methyl 4-amino-5-((1-(cyclopropylsulfonyl)cyclopropyl)methoxy)nicotinate